C(C)(=O)N(CCC(=O)OCC)CCCC ethyl N-acetyl-N-butyl-β-alaninate